(3S,3'R,4'S)-1'-(6-amino-5-fluoropyrimidin-4-yl)-3-((3-chloro-5-(trifluoromethyl)phenyl)amino)-2-oxo-[1,3'-bipiperidine]-4'-carboxamide NC1=C(C(=NC=N1)N1C[C@@H]([C@H](CC1)C(=O)N)N1C([C@H](CCC1)NC1=CC(=CC(=C1)C(F)(F)F)Cl)=O)F